N,N,N',N'-Tetrakis-(2-hydroxyethyl)-ethylenediamine OCCN(CCN(CCO)CCO)CCO